FC1=CC2=C(N=C(S2)NC[C@H]2N(C3CC([C@H]2C)C3)C(=O)C=3C=C(C#N)C=CC3N3N=CC=N3)C=C1 |o1:10,15| 3-[(3S,4R) or (3R,4S)-3-{[(6-fluoro-1,3-benzothiazol-2-yl)amino]methyl}-4-methyl-2-azabicyclo[3.1.1]heptane-2-carbonyl]-4-(2H-1,2,3-triazol-2-yl)benzonitrile